tert-Butyl ((1r,4r)-4-(6-cyano-1-(3-nitrobenzyl)-1H-indole-2-carboxamido)-cyclohexyl)carbamate C(#N)C1=CC=C2C=C(N(C2=C1)CC1=CC(=CC=C1)[N+](=O)[O-])C(=O)NC1CCC(CC1)NC(OC(C)(C)C)=O